CC1NC(CNC1)C=1C(=NNC1)C 2-methyl-6-(3-methyl-1H-pyrazol-4-yl)piperazine